COC1=C(C=CC(=C1)OC)C1=NC=NC=N1 2,4-bis-methoxyphenyl-s-triazine